ClC1=C(C=CC=C1Cl)[C@H]([C@@H](C)O)O 1-(2,3-dichlorophenyl)-(R,R)-1,2-propanediol